C(#N)[C@@]1([C@](O)([C@](O)([C@@](C(O)CC(=O)[O-])(O1)CF)CC(=O)[O-])CC(=O)[O-])N1C(=O)NC(=O)C=C1 1'-C-cyano-4'-C-(fluoromethyl)-Uridine-2',3',5'-triacetate